FC1=C(C=CC=C1)[C@H](C)OC=1C=C(N(C1C(NC)=O)COCC[Si](C)(C)C)C(=O)OCC ethyl (S)-4-(1-(2-fluorophenyl) ethoxy)-5-(methylcarbamoyl)-1-((2-(trimethylsilyl) ethoxy) methyl)-1H-pyrrole-2-carboxylate